OCC1=CC=2C(=NN(N2)C2C(NC(CC2)=O)=O)C=C1 3-(5-(Hydroxymethyl)-2H-benzo[d][1,2,3]triazol-2-yl)piperidine-2,6-dione